ClC1=CC=C(C=C1)C1(CCC1)C(CC(C)C)N(C)C N-(1-(1-(4-chlorophenyl)cyclobutyl)-3-methylbutyl)-N,N-dimethylamine